3-(1H-imidazol-2-ylmethyl)azetidin-3-ol trifluoroacetate FC(C(=O)O)(F)F.N1C(=NC=C1)CC1(CNC1)O